BrC1=C(C=NN(C1=O)C)N[C@@H]1C[C@@H](CN(C1)C)C1=CC=C(C(=O)N2CCC(CC2)OC2=CC(=C(C=C2)C2C(NC(CC2)=O)=O)C)C=C1 3-(4-((1-(4-((3R,5R)-5-((5-bromo-1-methyl-6-oxo-1,6-dihydropyridazin-4-yl)amino)-1-methylpiperidin-3-yl)benzoyl)piperidin-4-yl)oxy)-2-methylphenyl)piperidine-2,6-dione